ClC1=CN=C(C2=CC=C(C=C12)Cl)O 4,6-dichloroisoquinolin-1-ol